CC1=C(C(=CC=C1)C)C=1C=C(C=NC1)[C@H](CC(=O)OC)NC(C(CC(C)C)N1C(CCC2=CC=CC=C12)=O)=O (3S)-methyl 3-(5-(2,6-dimethylphenyl)pyridin-3-yl)-3-(4-methyl-2-(2-oxo-3,4-dihydroquinolin-1(2H)-yl)pentanamido)propanoate